The molecule is an ammonium ion resulting from the protonation of both of the tertiary amino groups of pipamperone. It is a conjugate acid of a pipamperone. C1CC[NH+](CC1)C2(CC[NH+](CC2)CCCC(=O)C3=CC=C(C=C3)F)C(=O)N